FC1=CC=C(OC=2C=CC(=NC2)S(=O)(=O)N2[C@H]([C@@H]3CC[C@H](C2)N3C(=O)OCCOC)C(NO)=O)C=C1 2-methoxyethyl (1s,2r,5r)-3-((5-(4-fluorophenoxy) pyridin-2-yl) sulfonyl)-2-(hydroxycarbamoyl)-3,8-diazabicyclo[3.2.1]octane-8-carboxylate